FC1=CC=C2C(=NC=NC2=C1F)N[C@H](C(=O)O)CCN(CCCCC1=NC=2NCCCC2C=C1)C[C@@H](C)OC (S)-2-((7,8-difluoroquinazolin-4-yl)amino)-4-(((R)-2-methoxypropyl)(4-(5,6,7,8-tetrahydro-1,8-naphthyridin-2-yl)butyl)amino)butanoic acid